C(C1=CC=CC=C1)OC(=O)N1CC(C2(OCCO2)CC1)C(=O)O 8-((benzyloxy)carbonyl)-1,4-dioxa-8-azaspiro[4.5]decane-6-carboxylic acid